[Cl-].C(C)(C)C t-butane chloride